2,4-difluoro-N-(2-methoxy-5-(4-(piperazin-1-yl)quinazolin-6-yl)pyridine-3-yl)benzenesulfonamide trifluoroacetate FC(C(=O)O)(F)F.FC1=C(C=CC(=C1)F)S(=O)(=O)NC=1C(=NC=C(C1)C=1C=C2C(=NC=NC2=CC1)N1CCNCC1)OC